3-[(cyclopropylamino)methyl]-1-(phenylmethyl)-1H-indole-2-carboxylic acid C1(CC1)NCC1=C(N(C2=CC=CC=C12)CC1=CC=CC=C1)C(=O)O